(R)-(+)-beta-methylphenethylamine C[C@@H](CN)C1=CC=CC=C1